ClC=1C=CC2=C(CCC=3C(=NC=CC3)C2=C2CCN(CC2)CC(COC2=CC=C(C=C2)NC(CC2=CC=C(C=C2)F)=O)O)C1 N-(4-(3-(4-(8-chloro-5,6-dihydro-11H-benzo[5,6]cyclohepta-[1,2-b]pyridin-11-ylidene)piperidin-1-yl)-2-hydroxypropoxy)phenyl)-2-(4-fluorophenyl)acetamide